FC(C(C(F)(F)F)(C(C(C(C(F)(F)F)(F)F)(F)F)(OCC)F)F)(F)F 2-(trifluoromethyl)-3-2-ethoxydodecafluorohexane